C(C)(C)(C)C1=C(C(=CC(=C1)C)C(C)(C)C)C(O)(C(CO)(CO)CO)C1=C(C=C(C=C1C(C)(C)C)C)C(C)(C)C bis-(2,6-di-tert-butyl-4-methyl-phenyl)-pentaerythritol